1-(2-chlorothieno[2,3-d]pyrimidin-4-yl)-N-(2-(imidazo[1,2-a]pyridin-3-yl)propan-2-yl)azetidine-3-carboxamide ClC=1N=C(C2=C(N1)SC=C2)N2CC(C2)C(=O)NC(C)(C)C2=CN=C1N2C=CC=C1